CNC1CCC(CC1)NC(OC(C)(C)C)=O tert-butyl N-[(1r,4r)-4-(methylamino)cyclohexyl]carbamate